ClC1=NC=C(C(=C1)C)S(=O)C 2-chloro-4-methyl-5-(methylsulfinyl)pyridine